(S)-8,8-Dimethyl-2-oxo-7,8-dihydro-2H,6H-pyrano[3,2-g]chromen-7-yl 3-(3,4-dimethoxyphenyl)propanoat COC=1C=C(C=CC1OC)CCC(=O)O[C@H]1CC=2C=C3C=CC(OC3=CC2OC1(C)C)=O